ClC1=C(C(=C2N1CCN(C2)C(=O)NC2CCOCC2)C(=O)N)C2=CC(=CC=C2)OC(F)(F)F 6-chloro-N2-(tetrahydro-2H-pyran-4-yl)-7-[3-(trifluoromethoxy)phenyl]-3,4-dihydropyrrolo[1,2-a]pyrazine-2,8(1H)-dicarboxamide